Methyl D-prolinate hydrochloride Cl.N1[C@H](CCC1)C(=O)OC